FC(C(=O)O)(F)F.CC=1N=C2N(C=C(N=C2C)NC(=O)N2CCC=3C2=NC=CC3N3CCNCC3)C1 N-(2,8-dimethylimidazo[1,2-a]pyrazin-6-yl)-4-(piperazin-1-yl)-2,3-dihydro-1H-pyrrolo[2,3-b]pyridine-1-carboxamide 2,2,2-trifluoroacetate